N-{(6R)-2-[4-(2,6-difluorophenyl)-6-methyl[1,2]oxazolo[5,4-b]pyridin-3-yl]-7,7-difluoro-3-oxo-2,5,6,7-tetrahydro-3H-pyrrolo[1,2-c]imidazol-6-yl}methanesulfonamide FC1=C(C(=CC=C1)F)C1=C2C(=NC(=C1)C)ON=C2N2C(N1C(=C2)C([C@@H](C1)NS(=O)(=O)C)(F)F)=O